CC1(OB(OC1(C)C)C1=CC2=C([C@@H](CO2)CC(=O)OC)C=C1)C Methyl (S)-2-(6-(4,4,5,5-tetramethyl-1,3,2-dioxaborolan-2-yl)-2,3-dihydrobenzofuran-3-yl)acetate